ClC=1C=C(COC=2C=C3C=CC(=CC3=CC2)C2=NN(C3=NC=NC(=C32)N)C(C)C)C=C(C1)F 3-(6-(3-chloro-5-fluorobenzyloxy)naphthalen-2-yl)-1-isopropyl-1H-pyrazolo[3,4-d]pyrimidin-4-amine